5-(2-ethyl-2-norbornyloxycarbonyl)-bicyclo[2.2.1]Hept-2-ene C(C)C1(C2CCC(C1)C2)OC(=O)C2C1C=CC(C2)C1